(1R,3S,6R)-8-Imino-1,6-dimethyl-6-(8-(prop-1-yn-1-yl)dibenzo[b,d]thiophen-2-yl)-4-thia-7-azaspiro[2.5]octane 4,4-dioxide N=C1N[C@@](CS([C@]12C[C@H]2C)(=O)=O)(C2=CC1=C(SC3=C1C=C(C=C3)C#CC)C=C2)C